C(C)(C)(C)OC(N(C)C1CC(C1)(O)C1=CC(=C(C=C1)C(C)C)F)=O (3-(3-Fluoro-4-isopropylphenyl)-3-hydroxycyclobutyl)(methyl)carbamic acid tert-butyl ester